ethyl 2,3-difluoropropionate FC(C(=O)OCC)CF